FC(C(=O)[O-])(F)F.NC(C#CC[NH-])C=1C=NC(=CC1)N[C@@H]1C[C@@H](N(C2=CC=CC=C12)C(CC)=O)C 4-amino-N-(6-(((2S,4R)-2-methyl-1-propionyl-1,2,3,4-tetrahydroquinolin-4-yl)amino)pyridin-3-yl)but-2-ynylamide trifluoroacetate